methyl (S)-4-(3,5-difluoro-2-((S or R)-1-fluoroethyl) phenyl)-2-methyl-5-oxo-1,4,5,7-tetrahydrofuro[3,4-b]pyridine-3-carboxylate FC=1C(=C(C=C(C1)F)[C@@H]1C2=C(NC(=C1C(=O)OC)C)COC2=O)[C@H](C)F |o1:23|